1-(4-(2-(pyrrolidin-2-yl)phenyl)-3,6-dihydropyridin-1(2H)-yl)ethan-1-one N1C(CCC1)C1=C(C=CC=C1)C=1CCN(CC1)C(C)=O